5-(((4-((3-chloro-4-fluorophenyl)amino)-7-methoxyquinazolin-6-yl)amino)methyl)-2-(2,6-dioxopiperidin-3-yl)-6-fluoroisoindoline-1,3-dione ClC=1C=C(C=CC1F)NC1=NC=NC2=CC(=C(C=C12)NCC=1C=C2C(N(C(C2=CC1F)=O)C1C(NC(CC1)=O)=O)=O)OC